tert-butyl (3-(4-((3-chloro-4-(trifluoromethyl)phenyl)amino)-1-(dimethylamino)-4-oxo-butan-2-yl)phenyl)carbamate ClC=1C=C(C=CC1C(F)(F)F)NC(CC(CN(C)C)C=1C=C(C=CC1)NC(OC(C)(C)C)=O)=O